OC1=C2COCC2=C(C(=C1OC)O)C 4,6-dihydroxy-5-methoxy-7-methyl-1,3-dihydroisobenzofuran